C(C1=CC=CC=C1)OC(=O)N1C([C@@H]([C@@H](CC1)N1CCC2C1N=NC(=C2)Cl)F)(C)C (3R,4R)-4-(3-chloro-4a,5,6,7a-tetrahydropyrrolo[2,3-c]pyridazin-7-yl)-3-fluoro-2,2-dimethyl-piperidine-1-carboxylic acid benzyl ester